N-(2-((2-(benzo[d][1,3]dioxol-5-ylamino)-5-bromopyrimidin-4-yl)amino)phenyl)methylsulfonamide CyclohexeneSuccinate C1(=CCCCC1)C(CC(=O)O)C(=O)O.O1COC2=C1C=CC(=C2)NC2=NC=C(C(=N2)NC2=C(C=CC=C2)CNS(=O)=O)Br